BrC1=C(C=CC=C1)C1NS(NC=C1C(=O)OCC)(=O)=O Ethyl 3-(2-bromophenyl)-3,6-dihydro-2H-1,2,6-thiadiazine-4-carboxylate 1,1-dioxide